N-(2-((((Pyridin-2-yl)methyl)amino)methyl)quinolin-8-yl)-4-(trifluoromethyl)benzenesulfonamide N1=C(C=CC=C1)CNCC1=NC2=C(C=CC=C2C=C1)NS(=O)(=O)C1=CC=C(C=C1)C(F)(F)F